boron-iridium [Ir].[B]